Cl.Cl.N[C@H](C(=O)N[C@H](C(=O)NC)CC(C)C)CCC1=NC2=C(N1C)C=CC(=C2)N(CCCl)CCCl (2S)-2-[[(2S)-2-amino-4-[5-[bis(2-chloroethyl)amino]-1-methyl-benzimidazol-2-yl]butanoyl]amino]-N,4-dimethyl-pentanamide dihydrochloride